FC(C1=NN=C(O1)C1=CC(=NC=C1)C=1C(N(C=CC1OC1CCOCC1)C)=O)F 4-[5-(difluoromethyl)-1,3,4-oxadiazol-2-yl]-1'-methyl-4'-[(oxan-4-yl)oxy][2,3'-bipyridine]-2'(1'H)-one